methyl 6-((2S,4S)-4-((5-chloropyridin-2-yl) oxy)-2-((difluoromethoxy) methyl) pyrrolidin-1-yl)-5-fluoronicotinate ClC=1C=CC(=NC1)O[C@H]1C[C@H](N(C1)C1=NC=C(C(=O)OC)C=C1F)COC(F)F